ClC=1C=C(C=CC1)CC(=O)NC=1OC(=NN1)C=1SC(=CC1)Cl 2-(3-chlorophenyl)-N-(5-(5-chlorothien-2-yl)-1,3,4-oxadiazol-2-yl)acetamide